2-Difluoromethyl-3-ethyl-6-[1-(3-methoxy-benzyl)-1H-pyrazol-4-yl]-7-methyl-3,5-dihydro-pyrrolo[3,2-d]pyrimidin-4-one FC(C=1N(C(C2=C(N1)C(=C(N2)C=2C=NN(C2)CC2=CC(=CC=C2)OC)C)=O)CC)F